((2S,4R)-4-hydroxy-2-(hydroxymethyl)-2-methylpyrrolidin-1-yl)-12-oxododecanoic acid methyl ester COC(C(CCCCCCCCCC=O)N1[C@](C[C@H](C1)O)(C)CO)=O